C(C)(C)(C)OC(=O)N(C(OC(C)(C)C)=O)C1=NC=NC(=C1)C=1C(=NN(C1)C)NC=1C=NC(=CC1C)C(CC)=O tert-butyl N-(tert-butoxycarbonyl)-N-(6-{1-methyl-3-[(4-methyl-6-propanoylpyridin-3-yl)amino]pyrazol-4-yl}pyrimidin-4-yl)carbamate